CC=1C2=C(C(NC1)=O)NC(=N2)[C@@H]2N(CCC2)C(=O)OC(C)(C)C tert-butyl (2R)-2-(7-methyl-4-oxo-3,5-dihydroimidazo[4,5-c]pyridin-2-yl)pyrrolidine-1-carboxylate